(Z)-alpha-(p-methoxyphenylimino)-3-phenoxy-4-fluorophenylacetonitrile COC1=CC=C(C=C1)\N=C(/C#N)\C1=CC(=C(C=C1)F)OC1=CC=CC=C1